FC1=C(CN2N=CC=C2C(=O)OC(C)(C)C)C=C(C(=C1)OC)C(=O)OC tert-Butyl 1-(2-fluoro-4-methoxy-5-(methoxycarbonyl)benzyl)-1H-pyrazole-5-carboxylate